ethyl 1-(4-bromobenzyl)-4-oxo-4,5-dihydro-1H-pyrrolo[3,2-c]pyridine-7-carboxylate BrC1=CC=C(CN2C=CC=3C(NC=C(C32)C(=O)OCC)=O)C=C1